propargyl-L-alanyl-D-isoglutamine benzyl ester C(C1=CC=CC=C1)OC(CC[C@@H](NC([C@@H](NCC#C)C)=O)C(N)=O)=O